N-(4'-trifluoromethylthiobiphenyl-2-yl)-3-difluoromethyl-1H-pyrazole-4-carboxamide FC(SC1=CC=C(C=C1)C1=C(C=CC=C1)NC(=O)C=1C(=NNC1)C(F)F)(F)F